C(C)(C)(C)C=1C=C(C=C(C1O)C(C)(C)C)CCC(=O)O β-(3,5-Di-tert-butyl-4-hydroxyphenyl)propionic acid